C(#N)C1=CC(=C(COC2=NC=CC(=N2)C2=CC(=C(CC3=NC4=C(N3[C@@H]3COCC3(C)C)C=C(C=C4F)C(=O)O)C=C2)F)C=C1)F (S)-2-(4-(2-((4-cyano-2-fluorobenzyl)oxy)pyrimidin-4-yl)-2-fluorobenzyl)-1-(4,4-dimethyltetrahydrofuran-3-yl)-4-fluoro-1H-benzo[d]imidazole-6-carboxylic acid